CNC[C@@H]1OC[C@H](C2=CC=CC=C12)C N-methyl-1-((1R,4S)-4-methyl-isochroman-1-yl)methylamine